C1N(CC12OCNC2)C(=O)OC(C)(C)C tert-butyl 5-oxa-2,7-diazaspiro[3.4]octane-2-carboxylate